C(C)OC(COC1=CC=C(C=C1)C(C)(C)C1=CC=C(C=C1)OCC(COC(C(=C)C)=O)OCC)COC(C(=C)C)=O 2,2-bis[4-(2-ethoxy-3-methacryloxypropoxy)phenyl]propane